FC1(C(CN(CC1)C1=NC2=C(C=C(C=C2C=C1C(=O)OCC)F)F)C)F ethyl 2-(4,4-difluoro-3-methylpiperidin-1-yl)-6,8-difluoroquinoline-3-carboxylate